2-benzyl-2-methylamino-1-(4-morpholinophenyl)-butan-1-one C(C1=CC=CC=C1)C(C(=O)C1=CC=C(C=C1)N1CCOCC1)(CC)NC